C1(=CC=CC=C1)C(C)NC(CC1=CNC2=CC(=CC=C12)C(=O)OC)C methyl 3-(2-((1-phenylethyl) amino) propyl)-1H-indole-6-carboxylate